COC(C(C)C1=CC(=C(C(=C1)C(C)(C)C)O)C(C)(C)C)=O 3,5-bis(1,1-dimethylethyl)-4-hydroxy-phenylpropanoic acid methyl ester